C(CCC)SC1=C2C(=NC=N1)N(N=C2)[C@H]2[C@H](O)[C@H](O)[C@H](O2)CO 4-Butylsulfanyl-1-beta-D-ribofuranosyl-1H-pyrazolo[3,4-D]pyrimidine